2-(2-(5-cyclopropyl-3-(2,6-dichlorophenyl)isoxazol-4-yl)-7-azaspiro[3.5]non-1-en-7-yl)-7-methyl-7H-pyrrolo[2,3-d]pyrimidine-5-carboxylic acid C1(CC1)C1=C(C(=NO1)C1=C(C=CC=C1Cl)Cl)C1=CC2(C1)CCN(CC2)C=2N=CC1=C(N2)N(C=C1C(=O)O)C